1-(2',4',6'-trimethylbenzoyl)-2-phenylimidazole CC1=C(C(=O)N2C(=NC=C2)C2=CC=CC=C2)C(=CC(=C1)C)C